Cl.NC[C@@H](CO)O (S)-3-aminopropane-1,2-diol hydrochloride